2-methoxy-4-(6-(4-(2-cyclopropylacetamido)thiophen-2-yl)pyrazin-2-yl)-N-(1H-tetrazol-5-yl)benzamide COC1=C(C(=O)NC2=NN=NN2)C=CC(=C1)C1=NC(=CN=C1)C=1SC=C(C1)NC(CC1CC1)=O